(R)-(2,2-difluoro-1-((methyl(8-(triisopropylsilyl)oct-7-yn-1-yl)amino)methyl)cyclopropyl)methanol FC1([C@](C1)(CN(CCCCCCC#C[Si](C(C)C)(C(C)C)C(C)C)C)CO)F